5-bromo-2-(2,6-dioxopiperidin-3-yl)isoindole-1,3-dione BrC=1C=C2C(N(C(C2=CC1)=O)C1C(NC(CC1)=O)=O)=O